2-(5-(azidomethyl)-2-fluorophenyl)acetamide N(=[N+]=[N-])CC=1C=CC(=C(C1)CC(=O)N)F